3-chloropropionate ClCCC(=O)[O-]